COC1=CC=C(CN2CC3=CC=CC=C3C(=N2)C2CCNCC2)C=C1 2-(4-methoxybenzyl)-4-(piperidin-4-yl)phthalazin